Ethyl 4,5-dichloro-3,3-dimethylpentanoate ClC(C(CC(=O)OCC)(C)C)CCl